BrC=1C=C(C(=NC1)N(C)CCN(C)C)NS(=O)(=O)C N-(5-Bromo-2-((2-(dimethylamino)ethyl)(methyl)amino)pyridin-3-yl)methanesulfonamide